3,7-dimethyl-3,7-dihydro-1H-purine-2,6-dione CN1C(NC(C=2N(C=NC12)C)=O)=O